C(C(=O)O)(=O)O.BrC1=CC=C(C=C1)[C@H]1CNCCC1 (S)-3-(4-bromophenyl)piperidine oxalate